2-(((benzyloxy)carbonyl)amino)-3-(7-(hydroxymethyl)thieno[3,2-b]pyridine-2-carboxamido)propanoate C(C1=CC=CC=C1)OC(=O)NC(C(=O)[O-])CNC(=O)C1=CC2=NC=CC(=C2S1)CO